C(=O)C1=CNC2=CC(=CC=C12)C(=O)O 3-FORMYL-1H-INDOLE-6-CARBOXYLIC ACID